methyl 2-(bromomethyl)pyridine-4-carboxylate BrCC1=NC=CC(=C1)C(=O)OC